platinum (ii) tetrakis(4-carboxyphenyl)porphyrin C(=O)(O)C1=CC=C(C=C1)C1=C2C=CC(C(=C3C=CC(=C(C=4C=CC(=C(C5=CC=C1N5)C5=CC=C(C=C5)C(=O)O)N4)C4=CC=C(C=C4)C(=O)O)N3)C3=CC=C(C=C3)C(=O)O)=N2.[Pt+2]